C1(=C(C(=C(C2=CC3=C(C(=C(C(=C3C(=C12)C1=CC2=C(OC3=C2C=CC=C3)C=C1)[2H])[2H])[2H])[2H])[2H])[2H])[2H])[2H] 2-(anthracen-9-yl-1,2,3,4,5,6,7,8-d8)dibenzo[b,d]furan